5-{1-[(4-benzyl-1,4-oxazepan-2-yl)methyl]piperidin-4-yl}-2-methylphenol C(C1=CC=CC=C1)N1CC(OCCC1)CN1CCC(CC1)C=1C=CC(=C(C1)O)C